3-Aminopropyl(dibutoxymethylsilan) NCCC[SiH2]C(OCCCC)OCCCC